2-(1-(2-chlorophenyl)-1-(2-methylpyrimidin-5-yl)propan-2-yl)-5-hydroxy-6-oxo-1,6-dihydropyrimidine-4-carboxylic acid methyl ester COC(=O)C=1N=C(NC(C1O)=O)C(C(C=1C=NC(=NC1)C)C1=C(C=CC=C1)Cl)C